4-(4-(4-(3-chloro-5-(trifluoromethyl)pyridin-2-yl)piperazin-1-yl)-4-oxobutyl)phthalazin-1(2H)-one ClC=1C(=NC=C(C1)C(F)(F)F)N1CCN(CC1)C(CCCC1=NNC(C2=CC=CC=C12)=O)=O